(2-(7-Oxa-1-azaspiro[4.4]non-1-yl)quinolin-6-yl)methanol N1(CCCC12COCC2)C2=NC1=CC=C(C=C1C=C2)CO